5-ethyl-6-(2-(5-(trifluoromethyl)-1,3,4-thiadiazol-2-yl)-2,6-diazaspiro[3.4]octan-6-yl)-1,5-dihydro-4H-pyrazolo[3,4-d]pyrimidin-4-one C(C)N1C(=NC2=C(C1=O)C=NN2)N2CC1(CN(C1)C=1SC(=NN1)C(F)(F)F)CC2